2-amino-8-bromo-6-fluoro-3H-benzo[b]azepine NC=1CC=CC2=C(N1)C=C(C=C2F)Br